COC=1C(=NC(=NC1)NC=1C=NN(C1)C)N1C[C@]2([C@@](C1)(CN(C2)C(C#N)C=O)C)C ((3aR,6aS)-5-(5-methoxy-2-((1-methyl-1H-pyrazol-4-yl)amino)pyrimidin-4-yl)-3a,6a-dimethylhexahydropyrrolo[3,4-c]pyrrol-2(1H)-yl)-3-oxopropanenitrile